OCCCN1CCN(CC1)C(=O)OC(C)(C)C tert-Butyl 4-(3-hydroxypropyl)piperazine-1-carboxylate